FC=1C=C(CCl)C=C(C1)F 3,5-difluorobenzyl chloride